C1=NC=CC2=CC(=CC=C12)S(=O)(=O)Cl Isochinolin-6-sulfonylchlorid